2-(tert-butyl-carbonyl-amino)acetic acid C(C)(C)(C)C(=O)NCC(=O)O